(R)-4-(2-(bis(methyl-d3)amino)-2-oxoethyl)-9-fluoro-N-((3-methoxypyridin-2-yl)methyl)-3-methyl-5-oxo-2,3,4,5-tetrahydrobenzofuro[2,3-f][1,4]oxazepine-3-carboxamide C([2H])([2H])([2H])N(C(CN1[C@](COC2=C(C1=O)OC1=C2C=C(C=C1)F)(C(=O)NCC1=NC=CC=C1OC)C)=O)C([2H])([2H])[2H]